[Si](C)(C)(C(C)(C)C)NS(=NC(NC1=C(C=C(C=C1C(C)C)F)C(C)C)=O)(=O)C1=C(N=C(S1)C)C 3-{[(Tert-butyldimethylsilyl)amino](dimethyl-1,3-thiazol-5-yl)oxo-λ6-sulfanylidene}-1-[4-fluoro-2,6-bis(propan-2-yl)phenyl]urea